[1,4,9,12,13]benzodioxatriazacyclooctadecine-14-carboxamide O1C=COC=CC=CN=CC=NN=C(C=CC2=C1C=CC=C2)C(=O)N